2,2,7-trifluoro-4-[(4-methoxyphenyl)methyl]-1,4-benzoxazin-3-one FC1(OC2=C(N(C1=O)CC1=CC=C(C=C1)OC)C=CC(=C2)F)F